2-chloro-6-methoxy-9-(4-(1-methyl-4-(trifluoromethyl)-1H-imidazol-2-yl)benzyl)-7,9-dihydro-8H-purin-8-one ClC1=NC(=C2NC(N(C2=N1)CC1=CC=C(C=C1)C=1N(C=C(N1)C(F)(F)F)C)=O)OC